C(=O)(O)CCN1C=2C=CC3=C(C2C(C12C=NC1=C(O2)C=CC2=CC=C(C=C21)OC)(C)C)C=CC=C3 3-carboxyethyl-1,1-dimethyl-9'-methoxy-spiro[benz[e]-indoline-2,3'-[3H]-naphtho[2,1-b][1,4]oxazine]